O1CCCC2=C(C=CC=C12)C=1CCCC2=C(C1C1=CC=C(C=C1)CC1CN(C1)CCCF)C=CC(=C2)C(=O)O 8-(chroman-5-yl)-9-(4-((1-(3-fluoropropyl)azetidin-3-yl)methyl)phenyl)-6,7-dihydro-5H-benzo[7]annulene-3-carboxylic acid